3-[(2-chloroacetyl)-[[(1R,2S,5S)-3-[(2S)-3,3-dimethyl-2-[(2,2,2-trifluoroacetyl)amino]butanoyl]-6,6-dimethyl-3-azabicyclo[3.1.0]hexane-2-carbonyl]amino]amino]propanamide ClCC(=O)N(CCC(=O)N)NC(=O)[C@@H]1[C@H]2C([C@H]2CN1C([C@H](C(C)(C)C)NC(C(F)(F)F)=O)=O)(C)C